isopropyl-1-(3,3-dimethylcyclohexyl)ethanol C(C)(C)C(C)(O)C1CC(CCC1)(C)C